CC1=CC=C(C(=N1)C(=O)OC)C1=NC=CC=C1 methyl 6'-methyl-[2,3'-bipyridine]-2'-carboxylate